NC1CCN(CC1)C1=C(C=NC2=CC=C(C=C12)C=1C(=C(C#N)C=CC1)O)C1=CC(=CC(=C1)/C=N/OC)F 3-[4-(4-Aminopiperidin-1-yl)-3-{3-fluoro-5-[(1E)-(methoxyimino)methyl]phenyl}quinolin-6-yl]-2-hydroxybenzonitrile